methyl (Z)-2-[5-(4-ethoxyiminocyclohexyl)-2-methyl-phenoxy]-3-methoxy-prop-2-enoate C(C)ON=C1CCC(CC1)C=1C=CC(=C(O\C(\C(=O)OC)=C/OC)C1)C